C(C)N(CC)[Si](OCC)(OCC)OCC (diethylamino)triethoxysilane